O1C(OCCC1)C=1C(=NC=NC1)OCC1=CC=C(C=C1)C(F)(F)F 5-(1,3-dioxan-2-yl)-4-{[4-(trifluoromethyl)benzyl]oxy}pyrimidine